3-(2-pyrrolidin-1-ylethyl)-1H-indole N1(CCCC1)CCC1=CNC2=CC=CC=C12